2-(3-methylbenzyl)-N-(quinolin-8-yl)but-3-enamide CC=1C=C(CC(C(=O)NC=2C=CC=C3C=CC=NC23)C=C)C=CC1